[O].[Ca].[Ba].[Si] silicon-barium-calcium oxygen